NCCOC[C@H]1N(CCC1)CC1=CC(=C(C=C1)CN1C=C(C=2N=C(N=C(C21)NCCCCC)N)Cl)OC 5-{[4-({(2S)-2-[(2-aminoethoxy)methyl]pyrrolidin-1-yl}methyl)-2-methoxyphenyl]methyl}-7-chloro-N4-pentyl-5H-pyrrolo[3,2-d]pyrimidine-2,4-diamine